5-amino-2-(3-aminoprop-1-yn-1-yl)benzyl dihydrogen phosphate P(=O)(OCC1=C(C=CC(=C1)N)C#CCN)(O)O